N-(3-(dimethylamino)phenyl)-3-(1-(3-methoxyphenyl)imidazo[1,5-a]pyridin-3-yl)benzamide CN(C=1C=C(C=CC1)NC(C1=CC(=CC=C1)C1=NC(=C2N1C=CC=C2)C2=CC(=CC=C2)OC)=O)C